C(C)N(CCCN(CC)CC)CC.[P].[W].[Sn] tin-tungsten phosphorus N,N,N',N'-tetraethyl-1,3-propylenediamine